2-cyclopropyl-N-[4-[4-[4-[(2,6-difluorophenyl)methyl]-5-oxo-1,2,4-triazol-1-yl]phenoxy]-2-pyridinyl]acetamide C1(CC1)CC(=O)NC1=NC=CC(=C1)OC1=CC=C(C=C1)N1N=CN(C1=O)CC1=C(C=CC=C1F)F